[N+](=O)([O-])C1=C(C=CC=C1)S(=O)(=O)Cl 2-nitrobenzenesulphonyl chloride